C(CCC)(=O)N[C@@H](CCC(=O)N[C@@H](CS)C(=O)NCC(=O)O)C(=O)O n-Butanoyl-gamma-Glutamylcysteinylglycin